N-(3-chloro-4-(4-(1-methylpiperidine-4-carbonyl)piperazine-1-carbonyl)phenyl)-1-methyl-5-(1-(prop-2-yn-1-yl)-3-(trifluoromethyl)-1H-pyrazol-4-yl)-1H-imidazole-2-carboxamide ClC=1C=C(C=CC1C(=O)N1CCN(CC1)C(=O)C1CCN(CC1)C)NC(=O)C=1N(C(=CN1)C=1C(=NN(C1)CC#C)C(F)(F)F)C